4-(tert-butyl)-N-(4-(5-methoxypyrid-3-yl)-3-(2-trityl-2H-tetrazol-5-yl)phenyl)piperidine-1-carboxamide C(C)(C)(C)C1CCN(CC1)C(=O)NC1=CC(=C(C=C1)C=1C=NC=C(C1)OC)C=1N=NN(N1)C(C1=CC=CC=C1)(C1=CC=CC=C1)C1=CC=CC=C1